C1(=CC=CC=C1)CC(=O)NN phenylacethydrazide